C1(=CC=C(C=C1)C1=C2C(=NNC2=CC=C1)NCC(=O)[O-])C=1CCCCC1 (((4-(2',3',4',5'-tetrahydro-[1,1'-biphenyl]-4-yl)-1H-indazol-3-yl) amino) methyl)carboxylate